5-(4-fluoro-2-methylphenyl)-4-methoxy-6-methylpyridazine-3-carboxamide FC1=CC(=C(C=C1)C=1C(=C(N=NC1C)C(=O)N)OC)C